(3S)-3-{[(2-methylpyridin-4-yl)methyl]Amino}piperidine-1-carboxylic acid tert-butyl ester C(C)(C)(C)OC(=O)N1C[C@H](CCC1)NCC1=CC(=NC=C1)C